Cl.FC1([C@@H](CNC1)NS(=O)(=O)C)F |o1:3| rel-N-[(3R)-4,4-difluoropyrrolidin-3-yl]methanesulfonamide hydrochloride